C1(CCC1)CC=1C=NC=CC1 3-(cyclobutylmethyl)pyridine